(2R,4S)-1-[(2R)-7-chloro-1,2,3,4-tetrahydronaphthalen-2-yl]-4-{[4-(2-methanesulfonylethanesulfonyl)phenoxy]methyl}-2-methylpyrrolidine ClC1=CC=C2CC[C@H](CC2=C1)N1[C@@H](C[C@@H](C1)COC1=CC=C(C=C1)S(=O)(=O)CCS(=O)(=O)C)C